2'-amino-5-chloro-N-(5-chloro-6-(2H-1,2,3-triazol-2-yl)pyridin-3-yl)-2,4'-difluoro-[1,1'-biphenyl]-4-carboxamide NC1=C(C=CC(=C1)F)C1=C(C=C(C(=C1)Cl)C(=O)NC=1C=NC(=C(C1)Cl)N1N=CC=N1)F